holmium-yttrium-erbium [Er].[Y].[Ho]